1-(3-hydroxyprop-1-en-1-yl)cyclopentanol OCC=CC1(CCCC1)O